[NH3+][C@@H](CC(N)=O)C(=O)O asparaginium